NC[C@H]1O[C@H]([C@@H]([C@@]1(O)C)O)N1C=CC2=C1N=CN=C2NC2=CC(=CC=C2)C#C (2R,3S,4R,5R)-2-(aminomethyl)-5-(4-((3-ethynylphenyl)amino)-7H-pyrrolo[2,3-d]pyrimidin-7-yl)-3-methyltetrahydrofuran-3,4-diol